1-((5-(methylsulfonyl)-3-pyridinyl)carbonyl)-D-prolinamide CS(=O)(=O)C=1C=C(C=NC1)C(=O)N1[C@H](CCC1)C(=O)N